NC(CN1CCN(CC1)C1=C(C=C2C[C@@](COC2=C1)(C)O)NC(=O)C=1C=NN2C1N=CC=C2)=O (R)-N-(7-(4-(2-amino-2-oxoethyl)piperazin-1-yl)-3-hydroxy-3-methylchroman-6-yl)pyrazolo[1,5-a]pyrimidine-3-carboxamide